CN(C(=O)N1CCC(CC1)=CC1=CC(=CC=C1)OC1=NC=CC=N1)[C@H]1[C@@H](C1)C1=CC=CC=C1 4-[3-(pyrimidin-2-yloxy)-benzylidene]-piperidine-1-carboxylic acid methyl-((1R,2S)-2-phenyl-cyclopropyl)-amide